C1(CC1)C=1C=C(N(N1)C)OC=1C=C(C#N)C=CC1C1=NC=C(C=C1)C(=O)N1CCNCC1 3-(5-cyclopropyl-2-methylpyrazol-3-yl)oxy-4-[5-(piperazine-1-carbonyl)pyridin-2-yl]benzonitrile